(Z)-11-hexadecene-1-ol acetate C(C)(=O)OCCCCCCCCCC\C=C/CCCC